3-[(2-Fluorophenoxypropylthio)methyl]-1H-1,2,4-triazole-5(4H)-thione FC1=C(OCCCSCC2=NNC(N2)=S)C=CC=C1